2-(2-cyclopropylpropyl)epoxyethane C1(CC1)C(CC1CO1)C